4-[6-(8-Cyclopentyl-6-ethoxymethyl-7-oxo-7,8-dihydro-pyrido[2,3-d]pyrimidin-2-ylamino)-pyridin-3-yl]-piperazine-1-carboxylic acid tert-butyl ester C(C)(C)(C)OC(=O)N1CCN(CC1)C=1C=NC(=CC1)NC=1N=CC2=C(N1)N(C(C(=C2)COCC)=O)C2CCCC2